1,4-dichloronaphthalene ClC1=CC=C(C2=CC=CC=C12)Cl